D-2-deoxyglucose O=CC[C@@H](O)[C@H](O)[C@H](O)CO